(2S,5R)-5-(aminomethyl)-2-[3-(1,3-benzodioxol-5-yl)phenyl]-1,4-thiazepan-3-one NC[C@@H]1NC([C@@H](SCC1)C1=CC(=CC=C1)C1=CC2=C(OCO2)C=C1)=O